NCC1=CC=C(C=N1)COC1=CC=C(C=C1)NC(=O)NCC=1C=C2CN(C(C2=CC1)=O)C1C(NC(CC1)=O)=O 1-(4-{[6-(aminomethyl)pyridin-3-yl]methoxy}phenyl)-3-{[2-(2,6-dioxopiperidin-3-yl)-1-oxo-2,3-dihydro-1H-isoindol-5-yl]methyl}urea